3-formyl-L-tryptophan C(=O)C1(C[C@H](N)C(=O)O)C=NC2=CC=CC=C12